6-[3-(trifluoromethoxy)phenyl]pyrazolo[4,3-b]pyridin FC(OC=1C=C(C=CC1)C=1C=C2C(=NC1)C=NN2)(F)F